C(=O)[O-].C(C1=CC=CC=C1)N1C=[N+](C=C1)CC(CCCC)CC 1-benzyl-3-(2-ethylhexyl)imidazolium formate